2-styrylpiperidine (Benzyl (S,E)-2-styrylpiperidine-1-carboxylate) C(C1=CC=CC=C1)[C@]1(N(CCCC1)C(=O)O)\C=C\C1=CC=CC=C1.C(=CC1=CC=CC=C1)C1NCCCC1